(1'-(5-(aminomethyl)-1H-1,2,4-triazole-3-carbonyl)-[4,4'-biindol]-1-yl)methanone NCC1=NC(=NN1)C(=O)N1C=CC=2C(=CC=CC12)C=1C=2C=CN(C2C=CC1)C=O